beta-carotenal C([C@@]1(C)CCCC(C)=C1\C=C\C(\C)=C\C=C\C(\C)=C\C=C\C=C(/C)\C=C\C=C(/C)\C=C\C1=C(C)CCCC1(C)C)=O